4-(2-furyl)-2-(2-methoxyethylamino)-6-[[3-(trifluoromethyl)phenyl]amino]-6-((3-(trifluoromethyl)benzyl)amino)pyrimidine-5-carboxylic acid ethyl ester C(C)OC(=O)C1=C(N=C(NC1(NCC1=CC(=CC=C1)C(F)(F)F)NC1=CC(=CC=C1)C(F)(F)F)NCCOC)C=1OC=CC1